(Z)-6-(4-((5-cyclopropyl-3-(2-(trifluoromethoxy)phenyl)isoxazol-4-yl)methoxy)piperidin-1-yl)-N'-hydroxynicotinimidamide C1(CC1)C1=C(C(=NO1)C1=C(C=CC=C1)OC(F)(F)F)COC1CCN(CC1)C1=NC=C(/C(/N)=N/O)C=C1